C(C)(C)(C)OC(=O)N[C@@H]1CN(C[C@H]1OC)C1CCN(CC1)C(=O)OCC1=CC=CC=C1 benzyl 4-[(3R,4R)-3-(tert-butoxycarbonylamino)-4-methoxy-pyrrolidin-1-yl]piperidine-1-carboxylate